1,3,5-tris(3,5-di-t-butyl-4-hydroxybenzyl)-1,3,5-triazine C(C)(C)(C)C=1C=C(CN2CN(CN(C2)CC2=CC(=C(C(=C2)C(C)(C)C)O)C(C)(C)C)CC2=CC(=C(C(=C2)C(C)(C)C)O)C(C)(C)C)C=C(C1O)C(C)(C)C